6-cyclohexyl-4,7-dimethyl-1,3-dihydro-2H-indene-2,2-dicarboxylic acid dimethyl ester COC(=O)C1(CC2=C(C(=CC(=C2C1)C)C1CCCCC1)C)C(=O)OC